2,2,6,6-tetramethyl-5-oxohept-3-en-3-olate CC(C)(C(=CC(C(C)(C)C)=O)[O-])C